thiazoxanide S1[N-]OCCC1